1,3-dibromo-2-(methoxymethoxy)benzenealdehyde BrC1(C(C(=CC=C1)Br)OCOC)C=O